C(C)OC(=O)C1=CC=NC2=CC=C(C=C12)Br.ClC1=CC=C(CC2CN(C2)C=2C=C3C(=CC=NC3=CC2)C(=O)OCC)C=C1 Ethyl 6-(3-(4-chlorobenzyl)azetidin-1-yl)quinoline-4-carboxylate Ethyl-6-bromoquinoline-4-carboxylate